C(#N)C=1C=NN2C1C(=CC(=C2)C=2C=NN(C2C)C2CN(C2)C(=O)OC(C)(C)C)OC tert-Butyl 3-[4-(3-cyano-4-methoxy-pyrazolo[1,5-a]pyridin-6-yl)-5-methyl-pyrazol-1-yl]azetidine-1-carboxylate